N-((S)-1-(3-(3-Chloro-4-cyanophenyl)-1H-pyrazol-1-yl)Propan-2-yl)-5-(1-hydroxyethyl)-1H-pyrazol-3-carboxamid di(2-ethylhexyl)adipate (bis(2-ethylhexyl)adipate) C(C)C(CC(C(=O)O)(CCCC(=O)O)CC(CCCC)CC)CCCC.C(C)C(COC(CCCCC(=O)OCC(CCCC)CC)=O)CCCC.ClC=1C=C(C=CC1C#N)C1=NN(C=C1)C[C@H](C)NC(=O)C1=NNC(=C1)C(C)O